(l)-N-{(1S)-2-amino-1-[(3-fluorophenyl)methyl]ethyl}-5-chloro-4-(4-chloro-1-methyl-1H-pyrazol-5-yl)-2-thiophenecarboxamide NC[C@H](CC1=CC(=CC=C1)F)NC(=O)C=1SC(=C(C1)C1=C(C=NN1C)Cl)Cl